NC1=CC=C(CN(C(OC(C)(C)C)=O)C)C=C1 tert-Butyl (4-aminobenzyl)(methyl)carbamate